C(C)OC(=O)C1=NC(=C2N1C=CN=C2)Br 1-bromoimidazo[1,5-a]pyrazine-3-carboxylic acid ethyl ester